CS(=O)(=O)OC(C(F)(F)F)C1=CC=C2C(=NN(C2=C1)C)C1=CC(=CC=C1)F 2,2,2-trifluoro-1-(3-(3-fluorophenyl)-1-methyl-1H-indazol-6-yl)ethyl methanesulfonate